4-(4-methoxy-2-methylthiazolo[5',4':5,6]benzo[1,2-d]oxazol-7-yl)-2-methyl-4-oxobutanoic acid COC1=CC2=C(C=3N=C(OC31)C)N=C(S2)C(CC(C(=O)O)C)=O